tert-Butyl (4-(4-(tert-butyl)phenyl)imidazo[1,2-a]quinoxalin-7-yl)carbamate C(C)(C)(C)C1=CC=C(C=C1)C=1C=2N(C3=CC=C(C=C3N1)NC(OC(C)(C)C)=O)C=CN2